[Cl-].C[N+](C)(C)CCOC(C(=C)C)=O N,N,N-trimethyl-2-methacryloyloxyethyl-ammonium chloride